5-Fluorouridine FC=1C(NC(N([C@H]2[C@H](O)[C@H](O)[C@@H](CO)O2)C1)=O)=O